CC=1C2C(CCC1)C(=O)OC2=O 3-methyl-3-cyclohexene-1,2-dicarboxylic anhydride